1,2-dimethoxyethane nickel dihydrochloride Cl.Cl.[Ni].COCCOC